(2s,3s,4s,5r,6r)-3,4,5-triacetoxy-6-bromo-tetrahydro-pyran-2-carboxylic acid methyl ester COC(=O)[C@H]1O[C@@H]([C@@H]([C@H]([C@@H]1OC(C)=O)OC(C)=O)OC(C)=O)Br